NC1=NC2=C(N1C)C=CC(=C2)C#CC2=NN(C(=C2C(=O)N)NC)[C@@H]2CN([C@H](C2)COC)C(C=C)=O 3-[2-(2-Amino-1-methyl-1,3-benzodiazol-5-yl)ethynyl]-1-[(3S,5R)-5-(methoxymethyl)-1-(prop-2-enoyl)pyrrolidin-3-yl]-5-(methylamino)pyrazole-4-carboxamide